C(C)(C)(C)C=1N=CN(C1)C1=C(C=C(N)C=C1)C=1N=NN(N1)C(C1=CC=CC=C1)(C1=CC=CC=C1)C1=CC=CC=C1 4-(4-(tert-butyl)-1H-imidazol-1-yl)-3-(2-trityl-2H-tetrazol-5-yl)aniline